N,N-dimethylindole-1-sulfonamide CN(S(=O)(=O)N1C=CC2=CC=CC=C12)C